(2S)-2-amino-4-[{(1R)-1-[4-benzyl-1-(2,5-difluorophenyl)-1H-pyrazol-3-yl]-2,2-dimethylpropyl}(glycoloyl)amino]-N-[2-(2,5-dioxo-2,5-dihydro-1H-pyrrol-1-yl)ethyl]butanamide N[C@H](C(=O)NCCN1C(C=CC1=O)=O)CCN(C(CO)=O)[C@H](C(C)(C)C)C1=NN(C=C1CC1=CC=CC=C1)C1=C(C=CC(=C1)F)F